OC1=CC=2C(C3=CC(=CC=C3C2C=C1O)O)=O 2,3,7-trihydroxy-9-fluorenone